FC1(C(C1)CN1C(C(=C(C=C1)OC)C#N)=O)F 1-((2,2-Difluorocyclopropyl)methyl)-4-methoxy-2-oxo-1,2-dihydropyridine-3-carbonitrile